BrC1=CC2=C(OC(C(N2)=O)C)C=C1 6-bromo-2-methyl-2H-benzo[b][1,4]oxazin-3(4H)-one